BrC1=CC2=C(CNCCS2)C=C1 8-bromo-2,3,4,5-tetrahydrobenzo[f][1,4]thiazepine